S(C)(=O)(=O)O.ClC1=C(C(=CC=C1)F)C1=NC(=C(N1)C1=CC=C2C(=N1)N(C(=N2)N)CC(C)(C)C)C2=CC=CC=C2 5-[2-(2-chloro-6-fluoro-phenyl)-5-phenyl-3H-imidazol-4-yl]-3-(2,2-dimethylpropyl)-3H-imidazo[4,5-b]pyridin-2-ylamine mesylate